carbonylphosphine oxide C(=O)=P=O